N-(1-(1H-indol-3-yl)hexane-2-yl)-4-fluoro-6-(4-methylpiperazin-1-yl)benzo[b]thiophene-2-carboxamide N1C=C(C2=CC=CC=C12)CC(CCCC)NC(=O)C1=CC2=C(S1)C=C(C=C2F)N2CCN(CC2)C